CO[C@@H](COC1=CC(=NC(=C1)[C@]1(COCC1)OC)C=1C=C(N2C=NC(=CC21)NC(C)=O)C)C N-(5-(4-((R)-2-Methoxypropoxy)-6-((R)-3-methoxytetrahydrofuran-3-yl)pyridin-2-yl)-7-methylpyrrolo[1,2-c]pyrimidin-3-yl)acetamide